NC1=C2C=CC=NC2=C(C=C1C(=O)C=1C2=CN(N=C2C(=CC1)F)C1OCCCC1)Br (5-amino-8-bromoquinolin-6-yl)-[7-fluoro-2-(oxan-2-yl)indazol-4-yl]methanone